C(C)OC1N(CCNC1)CCS(=O)(=O)O ethoxypiperazinethanesulfonic acid